2-[5-[4-(6-chloroindolin-1-yl)quinazolin-6-yl]-3-pyridyl]propan-2-ol ClC1=CC=C2CCN(C2=C1)C1=NC=NC2=CC=C(C=C12)C=1C=C(C=NC1)C(C)(C)O